benzyl (R)-2-(((isobutoxycarbonyl)amino)oxy)-3-methylbutanoate C(C(C)C)OC(=O)NO[C@@H](C(=O)OCC1=CC=CC=C1)C(C)C